benzyl 3-amino-4-hydroxy-piperidine-1-carboxylate NC1CN(CCC1O)C(=O)OCC1=CC=CC=C1